CNC(=O)C1=CC=C(C=N1)C=1CCNCC1C N,5'-dimethyl-1',2',3',6'-tetrahydro-[3,4'-bipyridine]-6-carboxamide